FC(C1=NC(=CC(=N1)N1[C@@H](C[C@H](CC1)C=1C(=NC=CC1C)[C@@]1(COCC1)OC)C)N1[C@@H]([C@@H](C1)N1CCNCC1)C)F 2-(difluoromethyl)-4-((2R,4S)-4-(2-((S)-3-methoxytetrahydrofuran-3-yl)-4-methylpyridin-3-yl)-2-methylpiperidin-1-yl)-6-((2R,3R)-2-methyl-3-(piperazin-1-yl)azetidin-1-yl)pyrimidine